FC1=C(OCC2CCN(CC2)C(=O)N2C[C@@H]3[C@@H](OCC(N3)=O)CC2)C=CC(=C1)C(F)(F)F (4aR,8aS)-6-(4-((2-Fluoro-4-(trifluoromethyl)phenoxy)methyl)piperidine-1-carbonyl)hexahydro-2H-pyrido[4,3-b][1,4]oxazin-3(4H)-one